5-[4,6-bis[(2R-6S)-2,6-dimethylmorpholin-4-yl]-1,3,5-triazin-2-yl]-4-(difluoromethyl)pyridin-2-amine C[C@@H]1CN(C[C@@H](O1)C)C1=NC(=NC(=N1)N1C[C@H](O[C@H](C1)C)C)C=1C(=CC(=NC1)N)C(F)F